N-cyclohexyl-2-(5-(3,5-dichloro-4-fluorophenyl)-5-(trifluoromethyl)-4,5-dihydroisoxazol-3-yl)-2,3-dihydro-1H-pyrrolo[3,4-c]pyridine-6-carboxamide C1(CCCCC1)NC(=O)C1=CC2=C(C=N1)CN(C2)C2=NOC(C2)(C(F)(F)F)C2=CC(=C(C(=C2)Cl)F)Cl